keto-cholesterol O=CC(C)CCC[C@@H](C)[C@H]1CC[C@H]2[C@@H]3CC=C4C[C@@H](O)CC[C@]4(C)[C@H]3CC[C@]12C